ClC1=NC=C(C(=C1C)N1C(C2=C(C=C1)N(N=C2)CC2=C(C=CC=C2)F)=O)F 5-(2-chloro-5-fluoro-3-methylpyridin-4-yl)-1-(2-fluorobenzyl)-1,5-dihydro-4H-pyrazolo[4,3-c]pyridin-4-one